C(C1=CC=CC=C1)ONC(=O)C1=CNC2=CC(=C(C=C12)C=1C(=NC(=CC1)N(C)C)OC)Cl N-(benzyloxy)-6-chloro-5-(6-(dimethylamino)-2-methoxypyridin-3-yl)-1H-indole-3-carboxamide